4-[5-methyl-1-[4-(trifluoromethoxy)phenyl]pyrazol-4-yl]piperidine CC1=C(C=NN1C1=CC=C(C=C1)OC(F)(F)F)C1CCNCC1